C(C)(C)N1C[C@@H]([C@H](C1)C1=C(C=CC=C1)C(F)(F)F)NC(=O)C=1C=C2C(=NC1)NN=C2C2=CC(=NC=C2)C N-((3R,4S)-1-isopropyl-4-(2-(trifluoromethyl)phenyl)pyrrolidin-3-yl)-3-(2-methylpyridin-4-yl)-1H-pyrazolo[3,4-b]pyridine-5-amide